2-{[4-({2-[(4-cyano-2-fluorophenoxy)methyl]pyridin-4-yl}oxy)piperidin-1-yl]methyl}-1-{[(2S)-oxetan-2-yl]methyl}-1H-1,3-benzodiazole-6-carboxylic acid C(#N)C1=CC(=C(OCC2=NC=CC(=C2)OC2CCN(CC2)CC2=NC3=C(N2C[C@H]2OCC2)C=C(C=C3)C(=O)O)C=C1)F